OC1CC(C1)C(=O)OCC ethyl 3-hydroxycyclobutanecarboxylate